1-ethynyl-biphenyl C(#C)C1(CC=CC=C1)C1=CC=CC=C1